NC1=CC=CC(=N1)S(=O)(=O)NC(=O)C=1C(=NC(=CC1)C=1C=NC(=CC1)OC(C)C)N1C[C@@H]2CC[C@H]1C2 N-[(6-Amino-2-pyridyl)sulfonyl]-2-[(1R,4S)-3-azabicyclo[2.2.1]heptan-3-yl]-6-(6-isopropoxy-3-pyridyl)pyridin-3-carboxamid